C1(CC1)S(=O)(=O)C1=CC(=NC=C1)CNC(=O)C=1SC(=CN1)C=1C=2N(C=NC1)N=C(C2)C N-[(4-cyclopropanesulfonylpyridin-2-yl)methyl]-5-{2-methylpyrazolo[1,5-c]pyrimidin-4-yl}-1,3-thiazole-2-carboxamide